C(CCC)NC\C(=C/C1=CC=CC=C1)\C N-butyl-N-[(2Z)-2-methyl-3-phenylprop-2-enyl]amine